[Si](C)(C)(C(C)(C)C)OCCOC1(NC=CC=C1N)Cl 2-((tert-butyldimethylsilyloxy)ethoxy)-2-chloropyridin-3-amine